C(=O)(O)CN1CCN(CCN(CCN(CC1)CC(=O)O)CC(=O)O)[C@@H](C(=O)O)CCC(=O)O (2R)-2-[4,7,10-tris(carboxymethyl)-1,4,7,10-tetraazacyclododecan-1-yl]pentanedioic acid